ClC1=CC=C(C=C1)N1C(=NN=C1[C@@H]1CC[C@H](CC1)OC1=NC=CC=C1)CC1=NOC=C1 trans-3-[[4-(4-chlorophenyl)-5-(4-pyridin-2-yloxy-cyclohexyl)-1,2,4-triazol-3-yl]methyl]-1,2-oxazole